(4Z)-4-(1,3-Benzoxazol-6-ylmethylene)-2-(tetrahydropyran-4-ylmethylamino)-1H-imidazol-5-one O1C=NC2=C1C=C(C=C2)\C=C\2/N=C(NC2=O)NCC2CCOCC2